nitrosouracil C1=CN(C(=O)NC1=O)N=O